C(C)(C)(C)OC(=O)NCC1CN(CC1)C1=NC(=NC=C1CNC(OCCCl)=O)C1=CC(=C(C=C1)C)Cl 2-chloroethyl N-[[4-[3-[(tert-butoxycarbonylamino)methyl]pyrrolidin-1-yl]-2-(3-chloro-4-methyl-phenyl)pyrimidin-5-yl]methyl]carbamate